FC1=C(C=C(OC[C@H]2CN(CCO2)C(=O)OC(C)(C)C)C=C1C=1SC(=CN1)C)C(=O)OC tert-butyl (R)-2-((4-fluoro-3-(methoxycarbonyl)-5-(5-methylthiazol-2-yl)phenoxy)methyl)morpholine-4-carboxylate